ClC=1C=C(C=C(C1)C#N)N1N=CC(=C1)[C@@H](C(=O)NC1=CC(=NN1)C1CC1)C (S)-2-(1-(3-chloro-5-cyanophenyl)-1H-pyrazol-4-yl)-N-(3-cyclopropyl-1H-pyrazol-5-yl)propanamide